(4-cyclopropanesulfonamidopyridin-2-yl({[5-(6-ethoxypyrazin-2-yl)-1,3-thiazol-2-yl]formamido})methyl)piperidine C1(CC1)S(=O)(=O)NC1=CC(=NC=C1)C(NC(=O)C=1SC(=CN1)C1=NC(=CN=C1)OCC)N1CCCCC1